C(C(O)C)(=O)O.NNC(=N)N aminoguanidine DL-lactate